[Cl-].[Cl-].C(C)[Zr+2]CC diethylzirconium dichloride